tert-butyl 3-[1-methyl-7-[4-(4-methylpiperazin-1-yl)anilino]-2-oxo-4H-pyrimido[4,5-d]pyrimidin-3-yl]indoline-1-carboxylate CN1C(N(CC=2C1=NC(=NC2)NC2=CC=C(C=C2)N2CCN(CC2)C)C2CN(C1=CC=CC=C21)C(=O)OC(C)(C)C)=O